N1(N=CC=C1)C=1C=C(C=CC1)C1=CC=2N=C(N=C(C2N1)C1=CC=NC=C1)N1CCOCC1 4-(6-(3-(1H-pyrazol-1-yl)phenyl)-4-(pyridin-4-yl)-5H-pyrrolo[3,2-d]pyrimidin-2-yl)morpholine